C(CCCCC)C(C(=O)O)(CCCCCCCC)CCCCCC 2,2-dihexyl-decanoic acid